di(2-naphthyl)methylene(cyclopentadienyl)(2,7-ditert-butylfluorenyl)zirconium dichloride [Cl-].[Cl-].C1=C(C=CC2=CC=CC=C12)C(=[Zr+2](C1=C(C=CC=2C3=CC=C(C=C3CC12)C(C)(C)C)C(C)(C)C)C1C=CC=C1)C1=CC2=CC=CC=C2C=C1